NCCN(C(C1=C(C=C(C=C1)NC=1C=2N(C=CN1)C(=CN2)C2=CC=C(C=C2)OC)C)=O)C N-(2-aminoethyl)-4-((3-(4-methoxy-phenyl)imidazo[1,2-a]pyrazin-8-yl)amino)-N,2-dimethylbenzamide